NC1=C(C=C(C=N1)C#CC=1C=C(C(=O)NC2=CC(=C(C=C2)CN2CCN(CC2)C)C(F)(F)F)C=CC1C)C 3-((6-amino-5-methylpyridin-3-yl)ethynyl)-4-methyl-N-(4-((4-methylpiperazin-1-yl)methyl)-3-(trifluoromethyl)phenyl)benzamide